OC1[C@H](CN(C[C@H]1C)C1=CC(=NC=N1)NC(C1=NC(=CC=C1)C=1C=NN(C1)C)=O)C N-(6-((3S,4r,5R)-4-hydroxy-3,5-dimethylpiperidin-1-yl)pyrimidin-4-yl)-6-(1-methyl-1H-pyrazol-4-yl)picolinamide